NCC(C)(C)NCCO 2-(2-amino-1,1-dimethyl-ethylamino)ethanol